O1COC2=C1C=CC(=C2)C=CC=CC(=O)N2CCN(CC2)C2=NC=C(C=N2)CC 5-(benzo[d][1,3]dioxol-5-yl)-1-(4-(5-ethylpyrimidin-2-yl)piperazin-1-yl)penta-2,4-dien-1-one